3-{4-[3-(2,4-Diamino-6-ethylpyrimidin-5-yloxy)propoxy]phenyl}-N-hydroxyacrylamide NC1=NC(=C(C(=N1)N)OCCCOC1=CC=C(C=C1)C=CC(=O)NO)CC